COC1=CC=C(C=C1)C(CC1=CC=C(C=C1)OC)N 1,2-bis(4-methoxyphenyl)ethane-1-amine